1-(4-cyanophenyl)-5-methyl-N-[(4s)-6-({3-carbamoylpyrazolo[1,5-a]pyridin-2-yl}oxy)spiro[3.3]heptan-2-yl]-1H-pyrazole-4-carboxamide C(#N)C1=CC=C(C=C1)N1N=CC(=C1C)C(=O)NC1CC2(C1)CC(C2)OC2=NN1C(C=CC=C1)=C2C(N)=O